C1(=CC=CC=C1)[C@H](C)OC([C@@H](C(C)C)CN1CCC1)=O (S)-2-(azetidin-1-ylmethyl)-3-methylbutyric acid (S)-1-phenylethyl ester